FC(C(C)(O)C=1C=CC=2N(C1)C(=CN2)C2=NC(=C(C=C2)F)N[C@H]2CNCC[C@@H]2F)(F)F 1,1,1-trifluoro-2-(3-(5-fluoro-6-(((3S,4S)-4-fluoropiperidin-3-yl)amino)pyridin-2-yl)imidazo[1,2-a]pyridin-6-yl)propan-2-ol